[(2R)-2-aminopropoxy]methyl-1H-1,3-benzodiazol-5-amine N[C@@H](COCN1C=NC2=C1C=CC(=C2)N)C